C(C)N1C(=C(C2=CC=CC=C12)C1=CC=C(C=C1)F)/C=C/[C@H](C[C@H](CC(=O)[O-])O)O.[Na+] |o1:20,22| Sodium rel-(3R,5S,E)-7-(1-ethyl-3-(4-fluorophenyl)-1H-indol-2-yl)-3,5-dihydroxyhept-6-enoate